ClC1=C(C=CC=C1)C1=NOC(=C1COC1C[C@H]2CC[C@@H](C1)N2C=2SC1=C(N2)C2=C(CCO2)C(=C1)C(=O)OC)C1CC1 Methyl 2-((1R,3R,5S)-3-((3-(2-chlorophenyl)-5-cyclopropylisoxazol-4-yl) methoxy)-8-azabicyclo[3.2.1]oct-8-yl)-6,7-dihydrobenzofuro[7,6-d]thiazole-5-carboxylate